ClC1=CC(=C(C=C1)C1(CCNCC1)N(C)C)F 4-(4-chloro-2-fluorophenyl)-4-(dimethylamino)piperidin